N-(2-(2-(4-(2-(6,7-Dimethoxy-3,4-dihydroisoquinolin-2(1H)-yl)ethyl)phenyl)-2H-tetrazol-5-yl)-5-methoxy-4-(pyridin-3-ylmethoxy)phenyl)-4-oxo-4H-chromene-2-carboxamide COC=1C=C2CCN(CC2=CC1OC)CCC1=CC=C(C=C1)N1N=C(N=N1)C1=C(C=C(C(=C1)OCC=1C=NC=CC1)OC)NC(=O)C=1OC2=CC=CC=C2C(C1)=O